1-benzyl-3-(3,4-dichlorophenyl)pyrrolidin-3-aminium 4-methylbenzenesulfonate CC1=CC=C(C=C1)S(=O)(=O)[O-].C(C1=CC=CC=C1)N1CC(CC1)([NH3+])C1=CC(=C(C=C1)Cl)Cl